NC1=C(C([C@H](C(=N1)N1CCC2(CC1)C(C1=CC=CC=C1C2)N)C)=O)SC2=NC(=NC=C2)N (S)-6-amino-2-(1-amino-1,3-dihydrospiro[inden-2,4'-piperidin]-1'-yl)-5-((2-aminopyrimidin-4-yl)thio)-3-methylpyridin-4(3H)-one